3-(6-(1,3,4-oxadiazol-2-yl)pyrazin-2-yl)phenol O1C(=NN=C1)C1=CN=CC(=N1)C=1C=C(C=CC1)O